C(CCCCCCCCCCCCCCCCC)OC1=C(CO)C=CC(=C1)OCCCCCCCCCCCCCCCCCC 2,4-bisoctadecyloxybenzyl alcohol